((2S,3R,4R)-4-(3,4-dimethoxybenzyl)-2-(4-methoxyphenyl)tetrahydrofuran-3-yl)methyl-2-methylbut-2-enoate COC=1C=C(C[C@@H]2[C@@H]([C@H](OC2)C2=CC=C(C=C2)OC)COC(C(=CC)C)=O)C=CC1OC